N-(4-cyanobenzyl)-1-methyl-6-((1-((2-methyl-4-oxobutan-2-yl)sulfonyl)cyclopropyl)methyl)-7-oxo-4,5,6,7-tetrahydro-1H-pyrazolo[3,4-c]pyridine-3-carboxamide C(#N)C1=CC=C(CNC(=O)C2=NN(C=3C(N(CCC32)CC3(CC3)S(=O)(=O)C(C)(CC=O)C)=O)C)C=C1